C(N)(=O)C=1C=C2C(=NC1)N=CN2CC2=CC=C(C=C2)B(O)O 4-((6-carbamoylimidazo[4,5-b]pyridin-1-yl)methyl)phenylboronic acid